methyl 4-((2-chloro-5-iodopyrimidin-4-yl) amino)-3-methoxybenzoate ClC1=NC=C(C(=N1)NC1=C(C=C(C(=O)OC)C=C1)OC)I